(3R,4R)-4-{[5-(2,4-difluoro-phenyl)-isoxazole-3-carbonyl]-amino}-1-(1-methyl-cyclopropylmethyl)-piperidine-3-carboxylic acid dimethylamide CN(C(=O)[C@@H]1CN(CC[C@H]1NC(=O)C1=NOC(=C1)C1=C(C=C(C=C1)F)F)CC1(CC1)C)C